CN1N=CC=C1C(=O)N[C@@H]1COC2=C1C=CC(=C2)C2=NOC(=N2)C (S)-1-methyl-N-(6-(5-methyl-1,2,4-oxadiazol-3-yl)-2,3-dihydrobenzofuran-3-yl)-1H-pyrazole-5-carboxamide